ClC1=C(CCl)C(=C(C(=C1Cl)Cl)Cl)Cl 2,6-dichlorotrichlorobenzyl chloride